6-mercapto-uridine diphosphate P(O)(=O)(OP(=O)(O)O)OC[C@@H]1[C@H]([C@H]([C@@H](O1)N1C(=O)NC(=O)C=C1S)O)O